[Si]=O silicon-monoxide